CC1=C(C=CC=C1C1=CC=2N(C=C1)C(=CN2)N2N=C(C=C2)C(=O)NCC(=O)O)C2=CC=CC=C2 (1-(7-(2-methyl-[1,1'-biphenyl]-3-yl)imidazo[1,2-a]pyridin-3-yl)-1H-pyrazole-3-carbonyl)glycine